ethyl 4-(1-(4-chlorophenyl) vinyl)-6-methyl-7-oxo-1-tolyl-6,7-dihydro-1H-pyrrolo[2,3-c]pyridine-2-carboxylate ClC1=CC=C(C=C1)C(=C)C=1C2=C(C(N(C1)C)=O)N(C(=C2)C(=O)OCC)C2=C(C=CC=C2)C